C(C1=CC=CC=C1)SC1=CC=C(C=C1)C(CF)=O 1-(4-benzylsulfanylphenyl)-2-fluoro-ethanone